NC=1C=C(C=CC1)C1N(C(CC1)CO)C(=O)OC(C)(C)C tert-butyl 2-(3-aminophenyl)-5-(hydroxymethyl)pyrrolidine-1-carboxylate